2-([1,1'-biphenyl]-4-yl)-4-(4'-bromo-[1,1'-biphenyl]-3-yl)-6-phenyl-1,3,5-triazine C1(=CC=C(C=C1)C1=NC(=NC(=N1)C=1C=C(C=CC1)C1=CC=C(C=C1)Br)C1=CC=CC=C1)C1=CC=CC=C1